C(C#C)OCCC(=O)N 3-(prop-2-yn-1-yloxy)propanamide